BrC=1C(=C(C(=CC1)[N+](=O)[O-])N1C[C@@H](N(CC1)C(=O)OC(C)(C)C)CN(C(C(F)(F)F)=O)C)C(F)(F)F tert-butyl (2R)-4-[3-bromo-6-nitro-2-(trifluoromethyl)phenyl]-2-{[methyl(trifluoroacetyl)amino]methyl}piperazine-1-carboxylate